ClC=1C(=CC2=C(N=C3COCCN32)C1)\N=C\1/NC(N(C(N1CC1=C(C=C(C(=C1)F)F)F)=O)CC1=NN(C=N1)C1CC1)=O (E)-6-((8-chloro-3,4-dihydro-1H-benzo[4,5]imidazo[2,1-c][1,4]oxazin-7-yl)imino)-3-((1-cyclopropyl-1H-1,2,4-triazol-3-yl)methyl)-1-(2,4,5-trifluorobenzyl)-1,3,5-triazine-2,4-dione